(4-bromo-2-ethynylphenoxy)acetic acid BrC1=CC(=C(OCC(=O)O)C=C1)C#C